2,2-di-cyclopentyl-1,3-dimethoxypropane C1(CCCC1)C(COC)(COC)C1CCCC1